OC1=C2C(C(=C(OC2=C(C(=C1OC)OC)OC)C1=CC(=C(C=C1)OC)OC)OC)=O 5-hydroxy-3,6,7,8,3',4'-hexamethoxyflavone